[Ni].[Mn].S(=O)(=O)([O-])[O-].[Fe+2] ferrous sulfate manganese nickel